3-oximino-1-cyclohexenecarboxylate N(O)=C1C=C(CCC1)C(=O)[O-]